ClC1=CC=C(C=C1)[C@@]1(C(CN(CC1)C(=O)[C@H](C(C)C)C1=NN2C(C=CC=C2)=C1C(=O)N)(C)C)O [(1R)-1-[[(4s)-4-(4-chlorophenyl)-4-hydroxy-3,3-dimethyl-1-piperidinyl]carbonyl]-2-methylpropyl]pyrazolo[1,5-a]pyridine-3-carboxamide